BrC=1N=C(C=2N(C1)N=C(N2)C)C 6-bromo-2,8-dimethyl-[1,2,4]triazolo[1,5-a]pyrazine